CN1C(C2=C(C3(C1)CCCCC3)SC=C2)=O 5'-methyl-5',6'-dihydro-4'H-spiro[cyclohexane-1,7'-thieno[3,2-c]pyridin]-4'-one